FC=1N(N=C2C=CC=C(C12)B(O)O)C (3-Fluoro-2-methyl-2H-indazol-4-yl)boronic acid